methyl 4-((3-((4-(sec-butyl)phenyl)carbamoyl)-1H-pyrrol-1-yl)sulfonyl)-1-methyl-1H-pyrrole-2-carboxylate C(C)(CC)C1=CC=C(C=C1)NC(=O)C1=CN(C=C1)S(=O)(=O)C=1C=C(N(C1)C)C(=O)OC